4-(2-(2,4-difluorophenoxy)-5-(ethylsulfonylamino)phenyl)-2-methyl-6-(pyrrolidin-3-oxy)pyridine 1-oxide FC1=C(OC2=C(C=C(C=C2)NS(=O)(=O)CC)C2=CC(=[N+](C(=C2)OC2CNCC2)[O-])C)C=CC(=C1)F